C(C)OC[C@@H](C(C)C)N1C(=NC=2C(=NC=3C=CC=CC3C21)N)C 1-[(1R)-1-(ethoxymethyl)-2-methyl-propyl]-2-methyl-imidazo[4,5-c]quinolin-4-amine